N-[(1R)-1-hydroxymethyl-2-(4-nitrophenyl)-2-carbonyl-ethyl]-acetamide OC[C@@H](C(=C=O)C1=CC=C(C=C1)[N+](=O)[O-])NC(C)=O